(1R,4R,5S)-2-benzyl-4-(2-chlorophenoxy)-2-azabicyclo[3.2.1]octane C(C1=CC=CC=C1)N1[C@@H]2CC[C@H]([C@H](C1)OC1=C(C=CC=C1)Cl)C2